ClC1=CC(=CC(=N1)C1=CC(=NC=N1)C(=O)NC)[C@H]1CN(C[C@@H](O1)C(F)F)C(C(=C)F)=O 6-(6-chloro-4-((2s,6R)-6-(difluoromethyl)-4-(2-fluoroacryloyl)morpholin-2-yl)pyridin-2-yl)-N-methylpyrimidine-4-carboxamide